5-(1-(6-chloro-3-methyl-1H-indole-2-carbonyl)piperidin-4-yl)-2-(2,6-dioxopiperidin-3-yl)isoindoline-1,3-dione ClC1=CC=C2C(=C(NC2=C1)C(=O)N1CCC(CC1)C=1C=C2C(N(C(C2=CC1)=O)C1C(NC(CC1)=O)=O)=O)C